C(C)S(=O)(=O)C=1C=C(C(=O)OC)C=CC1OCC1CCN(CC1)S(=O)(=O)C methyl 3-(ethylsulfonyl)-4-((1-(methylsulfonyl)-piperidin-4-yl)methoxy)benzoate